ClC1=C(C=CC=C1)C1(CC1)C=1NC(C2=C(N1)CCNC2)=O 2-(1-(2-chlorophenyl)cyclopropyl)-5,6,7,8-tetrahydropyrido[4,3-d]pyrimidin-4(3H)-one